NC1=NC=2C=CC(=CC2C2=C1C=NN2C)C(=O)N(N(C)C(C(C)(F)F)=O)CC2=NC=C(C=C2)C(F)(F)F 4-amino-N'-(2,2-difluoropropanoyl)-N',1-dimethyl-N-[[5-(trifluoromethyl)-2-pyridyl]methyl]pyrazolo[4,3-c]quinoline-8-carbohydrazide